N1N=NN=C1C1=C(C=CC=C1)C1=CC(=CC(=N1)N(CC(C)C)CC1=CC=CC=C1)NC=1N=NC(=CC1)C 6-(2-(1H-tetrazol-5-yl)phenyl)-N2-benzyl-N2-isobutyl-N4-(6-methylpyridazin-3-yl)pyridine-2,4-diamine